cyclohexyl-Benzophenone C1(CCCCC1)C1=C(C(=O)C2=CC=CC=C2)C=CC=C1